C(C=C)(=O)OCCC[Si](OC)(OC)OC (γ-acryloxypropyl)trimethoxysilane